CN1N=CC(=C1)C=1N=C(C=2N(C1)N=CC2)O[C@H]2CNCC2 6-(1-methylpyrazol-4-yl)-4-[(3R)-pyrrolidin-3-yl]oxy-pyrazolo[1,5-a]pyrazine